Methyl 1-(4-(7-(N-(5-oxo-5,6,7,8-tetrahydro-1,6-naphthyridin-3-yl)sulfamoyl)-2,3-dihydrobenzofuran-5-yl)phenyl)cyclopropane-1-carboxylate O=C1C=2C=C(C=NC2CCN1)NS(=O)(=O)C1=CC(=CC=2CCOC21)C2=CC=C(C=C2)C2(CC2)C(=O)OC